8-(2-chlorophenyl)-7-(6-chloropyridin-3-yl)-1-methyl-3H-purine-2,6-dione ClC1=C(C=CC=C1)C1=NC=2NC(N(C(C2N1C=1C=NC(=CC1)Cl)=O)C)=O